Cl.N1N=NN=C1NC(=O)C1=CC=C(C=C1)B(O)O 4-(1H-TETRAZOL-5-YLCARBAMOYL)BENZENEBORONIC ACID HYDROCHLORIDE